C(C)(C)(C)N(C(=O)C=1C2=C(N(N1)C1=CSC=C1)C1=C(OC2)C=C(C(=C1)C#C)OC)C N-tert-butyl-8-ethynyl-7-methoxy-N-methyl-1-(thiophen-3-yl)-1,4-dihydrobenzopyrano[4,3-c]pyrazole-3-carboxamide